ClC1=CC=C(C=C1)C=1N=CN(C1C1=CC(=NC=C1)C(F)F)CC(=O)N1CC2CNCC2C1 2-[4-(4-chlorophenyl)-5-[2-(difluoromethyl)pyridin-4-yl]-1H-imidazol-1-yl]-1-{octahydropyrrolo[3,4-c]pyrrol-2-yl}ethan-1-one